3,5-Dichlorophenyldiazonium tetrafluoroborate F[B-](F)(F)F.ClC=1C=C(C=C(C1)Cl)[N+]#N